N1(C=NC=C1)C=1C=C(C=CC1)C1=C(C(=NC(=C1C#N)OC)N)C#N 4-(3-(1H-imidazol-1-yl)phenyl)-2-amino-6-methoxypyridine-3,5-dicarbonitrile